5-((7H-Pyrrolo[2,3-d]pyrimidin-4-yl)amino)-4-methoxyisoindolin-1-one N1=CN=C(C2=C1NC=C2)NC=2C(=C1CNC(C1=CC2)=O)OC